ClCC(=O)NC=1C(=C(NC1C)\C=C\1/C(NC2=CC=C(C=C12)C(=O)NC(C)(C)C1=CC=CC=C1)=O)C (Z)-3-((4-(2-chloroacetamido)-3,5-dimethyl-1H-pyrrol-2-yl)methylene)-2-oxo-N-(2-phenylpropan-2-yl)indoline-5-carboxamide